Methyl ((2-(2,2'-dichloro-3'-(1,5-dimethyl-4,5,6,7-tetrahydro-1H-imidazo[4,5-c]pyridine-2-carboxamido)-[1,1'-biphenyl]-3-yl)-4-methoxypyrimidin-5-yl)methyl)-L-serinate ClC1=C(C=CC=C1C1=NC=C(C(=N1)OC)CN[C@@H](CO)C(=O)OC)C1=C(C(=CC=C1)NC(=O)C=1N(C2=C(CN(CC2)C)N1)C)Cl